C(C)C=1C(=C(C(=C(C(=O)[O-])C#N)C2=CC=CC=C2)C=CC1)CCCCCC ethylhexyl-α-cyano-β-phenylcinnamate